3-aminopyrazolo[1,5-A]pyrimidine NC=1C=NN2C1N=CC=C2